C(C=C)(=O)N1[C@H](CN(CC1)C1=CC(=NC=2CN(CCC12)C1=CC=CC2=CC=CC(=C12)C)C(=O)N[C@@H](CN1CC(C1)(F)F)C)CC#N 4-((S)-4-acryloyl-3-(cyanomethyl)piperazin-1-yl)-N-((R)-1-(3,3-difluoroazetidin-1-yl)propan-2-yl)-7-(8-methylnaphthalen-1-yl)-5,6,7,8-tetrahydro-1,7-naphthyridine-2-carboxamide